(3,4-difluorophenylamino)-2-pyridin-2-yl-4,5,6,7-tetrahydro-2H-indazol-3-ol FC=1C=C(C=CC1F)NC1C2=C(N(N=C2CCC1)C1=NC=CC=C1)O